CC(C=C)CC\C=C(\CC)/C (E)-3,7-DIMETHYL-1,6-NONADIEN